S1C2=C(C=C1C1(C3=C(B(O1)O)C=CC=C3)C(=O)OC)C=CC=C2 methyl 3-(benzo[b]thiophen-2-yl)-1-hydroxy-1,3-dihydrobenzo[c][1,2]oxaborole-3-carboxylate